OC[C@@](CC(=C)C)(C)NC(OCC1=CC=CC=C1)=O benzyl (S)-(1-hydroxy-2,4-dimethylpent-4-en-2-yl)carbamate